CCCCC/C=C\C=C\C(=O)OCC ethyl 2-trans-4-cis-decadienoate